5-(4-(4-phenoxyphenyl)piperazin-1-yl)-2-(pyridin-2-yl)-4,5,6,7-tetrahydro-2H-indazole O(C1=CC=CC=C1)C1=CC=C(C=C1)N1CCN(CC1)C1CC2=CN(N=C2CC1)C1=NC=CC=C1